FC(C1=NN=C(O1)C1=CC(=C(CN2C(N(C3=C2C=CC=C3)C3CCN(CC3)CC)=O)C=C1)F)F 1-(4-(5-(difluoromethyl)-1,3,4-oxadiazole-2-yl)-2-fluorobenzyl)-3-(1-ethylpiperidine-4-yl)-1,3-dihydro-2H-benzo[d]imidazole-2-one